(S)-N1-(1-(2-(Bicyclo[1.1.1]pentan-1-ylamino)-2-oxoethyl)-2-oxo-1,2-dihydropyridin-3-yl)-2-(4-cyclopropyl-1,2,3-thiadiazol-5-carboxamido)-N6-methyl-5-oxohexandiamid C12(CC(C1)C2)NC(CN2C(C(=CC=C2)NC([C@H](CCC(C(=O)NC)=O)NC(=O)C2=C(N=NS2)C2CC2)=O)=O)=O